CC=1SC=C(N1)C#CC1=C2C(=CN=C1)SC(=C2)C(=O)NC2=CC=C(C=C2)C 4-((2-methylthiazol-4-yl)ethynyl)-N-(p-tolyl)thieno[2,3-c]pyridine-2-carboxamide